(RS)-N-(2-fluoro-5-(2-(2-hydroxyethoxy)-6-morpholinopyridin-4-yl)-4-methylphenyl)-2-(trifluoromethyl)morpholine-4-carboxamide FC1=C(C=C(C(=C1)C)C1=CC(=NC(=C1)N1CCOCC1)OCCO)NC(=O)N1C[C@@H](OCC1)C(F)(F)F |r|